N-(1'-(2-(1,1-difluoroethyl)-6-(ethylamino)pyrimidin-4-yl)-1',2'-dihydrospiro[cyclopropane-1,3'-pyrrolo[3,2-c]pyridin]-6'-yl)acetamide FC(C)(F)C1=NC(=CC(=N1)N1CC2(C=3C=NC(=CC31)NC(C)=O)CC2)NCC